6-(3,4-difluorophenyl)-1-[(3-methyl-2-pyridyl)methyl]-3H-imidazo[4,5-b]pyridin-2-one FC=1C=C(C=CC1F)C=1C=C2C(=NC1)NC(N2CC2=NC=CC=C2C)=O